ClCC=1OC2=C(N1)C(=CC=C2)C(F)(F)F 2-(chloromethyl)-4-(trifluoromethyl)benzo[d]oxazole